FC1=C(C2=CC=CC=C2C=C1)B(O)O 2-FLUORONAPHTHALENE-1-BORONIC ACID